(4-{[(2-aminoethyl)oxy]methyl}cyclohexyl)methyl Ketone NCCOCC1CCC(CC1)C(=O)C